(R)-1'-(9-(pyridin-4-yl)-7H-imidazo[1,2-c]pyrrolo[3,2-e]pyrimidin-5-yl)-1,3-dihydrospiro[inden-2,4'-piperidin]-1-amine N1=CC=C(C=C1)C1=CNC2=C1C=1N(C(=N2)N2CCC3(CC2)[C@H](C2=CC=CC=C2C3)N)C=CN1